FC(C=1C=NN(C1C1=CC2(C1)CCN(CC2)C=2SC1=C(N2)C(=CC=C1)F)C1=C(C=CC=C1)OC(F)(F)F)F 2-(2-(4-(Difluoromethyl)-1-(2-(trifluoromethoxy)phenyl)-1H-pyrazol-5-yl)-7-azaspiro[3.5]non-1-en-7-yl)-4-fluorobenzo[d]thiazol